CC(C#N)(C)C1=CC=C(C=C1)N1C(=NC=2C=NC=3C=CC(=CC3C21)C2=CC(=C(C(=C2)F)F)F)C 2-methyl-2-(4-(2-methyl-8-(3,4,5-trifluorophenyl)-1H-imidazo[4,5-c]quinolin-1-yl)phenyl)propionitrile